5-HYDROXYQUINOLINE-8-CARBOXALDEHYDE OC1=C2C=CC=NC2=C(C=C1)C=O